ClC1=CC=C(N=N1)C1=NN=C2CSCCN21 3-(6-chloropyridazin-3-yl)-5,6-dihydro-8H-[1,2,4]triazolo[3,4-c][1,4]thiazine